ClC1=C(C=CC=C1Br)NC1=NSC2=C1C=C(C=C2)C(OC)OC 3-(2-Chloro-3-bromophenylamino)-5-dimethoxymethyl-benzisothiazole